1-(8-(1,3,4-oxadiazol-2-yl)-4-(trifluoromethyl)imidazo[1,2-a][1,8]naphthyridin-2-yl)-2-methylpropan-1-ol O1C(=NN=C1)C=1N=C2N(C=3N=C(C=C(C3C=C2)C(F)(F)F)C(C(C)C)O)C1